(2-ethylpyrrole) copper [Cu].C(C)C=1NC=CC1